C=C(C(=O)OCC(Cl)(Cl)Cl)CC(=O)OCC1=CC=C(C=C1)OC 4-(4-methoxybenzyl) 1-(2,2,2-trichloroethyl) 2-methylenesuccinate